C(C)(=O)N1C(CC(C1)F)C(=O)NC(C1=NC(=C(C=C1)C(C)C)F)C1=CC(=CC=C1)C1=CC(=NN1C)C 1-acetyl-N-{[3-(1,3-dimethyl-1H-pyrazol-5-yl)phenyl][6-fluoro-5-(propan-2-yl)pyridin-2-yl]methyl}-4-fluoropyrrolidine-2-carboxamide